NC1=NC=NN2C1=C(C=C2C2CCN(CC2)CCO)C2=CC=C(C=C2)C2=C(C(N(C=C2)C2=CC=C(C=C2)F)=O)C(=O)N (4-{4-amino-7-[1-(2-hydroxyethyl)piperidin-4-yl]pyrrolo[2,1-f][1,2,4]triazin-5-yl}phenyl)-1-(4-fluorophenyl)-2-oxo-1,2-dihydropyridine-3-carboxamide